OC[C@@]12C(CC[C@H]1[C@@H]1C=CC3=CC(C=C[C@]3(C)[C@H]1CC2)=O)=O hydroxy-androstane-1,4,6-triene-3,17-dione